Cl.NC(C(=S)O)C(C)C 2-amino-3-methylthiobutanoate hydrochloride